1-(2-amino-4-fluoro-5-methoxyphenyl)-2-hydroxyethanone NC1=C(C=C(C(=C1)F)OC)C(CO)=O